8-({4-[1-cyclopropyl-4-(trifluoromethyl)imidazol-2-yl]phenyl}methyl)-2-(4-cyclopropyl-6-methoxypyrimidin-5-yl)-6-(3,5-dimethyl-1,2-oxazol-4-yl)pyrido[2,3-d]pyrimidin-7-one C1(CC1)N1C(=NC(=C1)C(F)(F)F)C1=CC=C(C=C1)CN1C(C(=CC2=C1N=C(N=C2)C=2C(=NC=NC2OC)C2CC2)C=2C(=NOC2C)C)=O